FC1=C(C(=CC=C1)O)C=1C(=CC2=C(N(C(N=C2N2[C@H](CN(CC2)C(=O)OC(C)(C)C)C)=O)C2=C(C=CC=C2)C(C)C)N1)C tert-Butyl (3S)-4-(7-(2-fluoro-6-hydroxyphenyl)-1-(2-isopropylphenyl)-6-methyl-2-oxo-1,2-dihydropyrido[2,3-d]pyrimidin-4-yl)-3-methylpiperazine-1-carboxylate